tert-butyl 2-(4-(2,4-dioxotetrahydropyrimidin-1(2H)-yl)phenoxy)acetate O=C1N(CCC(N1)=O)C1=CC=C(OCC(=O)OC(C)(C)C)C=C1